[(isopropylamino)methyl]-1'-(4-isoquinolyl)spiro[2,3-dihydroisoquinoline-4,3'-pyrrolidine]-1,2'-dione C(C)(C)NCC1C2(C(N(C1)C1=CN=CC3=CC=CC=C13)=O)CNC(C1=CC=CC=C12)=O